NC=1C(=NC(=CN1)Br)C1=NOC(=C1)C1=CC=C(CN(C(OC(C)(C)C)=O)C)C=C1 tert-butyl (4-(3-(3-amino-6-bromopyrazin-2-yl)isoxazol-5-yl)benzyl)(methyl)carbamate